7-[(1R)-1-methyl-2-oxo-2-(1-piperidinyl)ethoxy]-4-(3-methyl-2-thienyl)chromen-2-one C[C@H](C(N1CCCCC1)=O)OC1=CC=C2C(=CC(OC2=C1)=O)C=1SC=CC1C